methyl 4-formyl-3-chlorobenzoate C(=O)C1=C(C=C(C(=O)OC)C=C1)Cl